ethyl 3-(4-fluorophenyl)-1-isopropyl-2,4-dioxo-1,2,3,4-tetrahydropyrimidine-5-carboxylate FC1=CC=C(C=C1)N1C(N(C=C(C1=O)C(=O)OCC)C(C)C)=O